FC1(CCN(CC1)C(=O)OC(C)(C)C)C1=CC=2N(C=C1OC)N=CC2C2=NN(C(=C2)C(=O)OC)C tert-butyl 4-fluoro-4-(6-methoxy-3-(5-(methoxycarbonyl)-1-methyl-1H-pyrazol-3-yl)pyrazolo[1,5-a]pyridin-5-yl)piperidine-1-carboxylate